N1=CN=CN=C1 [1,3,5]Triazine